N-[(2S,3R,4S)-2-[(3'-chloro-2-fluoro-[1,1'-biphenyl]-3-yl)methyl]-4-fluoro-1-(oxetane-2-carbonyl)pyrrolidin-3-yl]-methanesulfonamide ClC=1C=C(C=CC1)C1=C(C(=CC=C1)C[C@@H]1N(C[C@@H]([C@@H]1NS(=O)(=O)C)F)C(=O)C1OCC1)F